C(C1=CC=CC=C1)OC(=O)N[C@@H]([C@H](OCC1=CC=CC=C1)C)C(=O)O N-(benzyloxycarbonyl)-O-benzylthreonine